C(C)(=O)N1[C@H](CN(C[C@@H]1C)C(C=C)=O)C1=CC(=NC(=C1)Cl)C=1C=C(C(=O)NC)C=CC1 3-(4-((2s,6S)-1-acetyl-4-acryloyl-6-methylpiperazin-2-yl)-6-chloropyridin-2-yl)-N-methylbenzamide